(R)-4-benzoyl-2-methylpiperazine-1-carboxylic acid tert-butyl ester C(C)(C)(C)OC(=O)N1[C@@H](CN(CC1)C(C1=CC=CC=C1)=O)C